C(C)(C)(C)OCCOCCO diethylene glycol mono-t-butyl ether